C(C1=CC=CC=C1)N1CCC(CC1)N1CC2(CC2)CN(C1=O)CC1=CC=C(C=C1)OCC(C)C 5-(1-benzylpiperidin-4-yl)-7-(4-isobutoxybenzyl)-5,7-diazaspiro[2.5]octan-6-one